[I-].C([2H])([2H])([2H])[Zn+] (Methyl-d3)zinc(II) iodide